C(C)(C)(C)[Si](OCCN1C[C@@H](CCC1)N)(C)C (3R)-1-[2-[tert-butyl-(dimethyl)silyl]oxyethyl]-piperidin-3-amine